[O-]S(=O)(=O)C(F)(F)F.CC1=CC=C(C=C1)[S+](C1=CC=CC=C1)C1=CC=CC=C1 (4-METHYLPHENYL)DIPHENYLSULFONIUM TRIFLATE